C1(CC1)C1=NNC2=CN=C(C(=C21)C2=CC(=C(C=C2)S(=O)(=O)C)C)C(F)(F)F 3-cyclopropyl-4-(3-methyl-4-methanesulfonylphenyl)-5-(trifluoromethyl)-1H-pyrazolo[3,4-c]pyridine